C(C)(C)(C)OC(=O)N1C[C@H](CCC1)N1N=NC(=C1C)C(=O)O 1-[(3S)-1-tert-Butoxycarbonyl-3-piperidyl]-5-methyl-triazole-4-carboxylic acid